COCCC(=O)OCOC1=C2N(N=CC1=O)[C@H]([C@@H]1N(C2=O)CCC1)[C@H](C1=CC=CC=C1)C1=C(C(=CC=C1)F)F (((9aR,10S)-10-((R)-(2,3-difluorophenyl)(phenyl)methyl)-3,5-dioxo-3,5,8,9,9a,10-hexahydro-7H-pyrrolo[1',2':4,5]pyrazino[1,2-b]pyridazin-4-yl)oxy)methyl 3-methoxypropanoate